N1=CC=C2N1CCNC2 (6R)-4,5,6,7-tetrahydropyrazolo[1,5-a]pyrazine